(S)-6-(3-methyl-1H-pyrrolo[2,3-b]pyridin-5-yl)-2-(pyrimidin-4-yl)-8-(pyrrolidin-2-yl)-1,2,3,4-tetrahydroisoquinoline CC1=CNC2=NC=C(C=C21)C=2C=C1CCN(CC1=C(C2)[C@H]2NCCC2)C2=NC=NC=C2